C(C)N(CCNC(C(CCSCCC(=O)OCCCCCCCCCCCC)NC(C(CCCCCCCC)CCCCCC)=O)=O)CC dodecyl 3-((4-((2-(diethylamino)ethyl)amino)-3-(2-hexyldecanamido)-4-oxobutyl)thio)propanoate